6-cyano-(3R,5R)-dihydroxyhexanoic acid tert-butyl ester C(C)(C)(C)OC(C(CCCCC#N)(O)O)=O